ClC=1SC(=CN1)C1C(C1)NCC1(CCN(CC1)C(=O)OCC1CCNCC1)F piperidin-4-ylmethyl 4-(((2-(2-chlorothiazol-5-yl) cyclopropyl) amino) methyl)-4-fluoropiperidine-1-carboxylate